7a-methyl-2,3,3a,5,6,7-hexahydro-1H-inden CC12CCCCC2CCC1